(4-((1R,5S)-3,8-diazabicyclo[3.2.1]oct-3-yl)-5-chloro-8-fluoro-2-(((2R,7aS)-2-fluorohexahydro-1H-pyrrolizin-7a-yl)methoxy)pyrido[4,3-d]pyrimidin-7-yl)-5-ethynyl-6-fluoronaphthalen-2-ol [C@H]12CN(C[C@H](CC1)N2)C=2C1=C(N=C(N2)OC[C@]23CCCN3C[C@@H](C2)F)C(=C(N=C1Cl)C1=C(C=CC2=C(C(=CC=C12)F)C#C)O)F